(4-(dimethylamino)-2-nitrophenyl)methanol CN(C1=CC(=C(C=C1)CO)[N+](=O)[O-])C